2-N-butyryl-6-O-(L-valinyl)-D-glucosamine C(CCC)(=O)N[C@H]1C(O)O[C@@H]([C@H]([C@@H]1O)O)COC([C@@H](N)C(C)C)=O